5-(2-amino-2-carboxyethyl)nicotinic acid NC(CC=1C=NC=C(C(=O)O)C1)C(=O)O